N1=CN=C2NC=NC2=C1C=1C(=NC=CC1)NC=1C=C(C=CC1C)NC(CC1CC(CCC1)C(F)(F)F)=O N-(3-((3-(9H-purin-6-yl)pyridin-2-yl)amino)-4-methylphenyl)-2-(3-(trifluoromethyl)-cyclohexyl)acetamide